2,3-Dihydrobenzofuran-6-carbaldehyde O1CCC2=C1C=C(C=C2)C=O